9,9-dihexyl-fluorene-2,7-bis(boronic acid pinacol ester) C(CCCCC)C1(C2=CC(=CC=C2C=2C=CC(=CC12)B1OC(C)(C)C(C)(C)O1)B1OC(C)(C)C(C)(C)O1)CCCCCC